C1CC12OCCC[C@@H]2NC2=C(C#N)C=CC(=N2)C2CC2 (S)-2-((4-oxaspiro[2.5]oct-8-yl)amino)-6-cyclopropylnicotinonitrile